4-(4-(pyridin-2-yloxy)phenyl)isoindolin-1-one tert-Butyl-4-[[5-(3,6-dihydro-2H-pyran-4-yl)-2-nitro-3-pyridyl]amino]piperidine-1-carboxylate C(C)(C)(C)OC(=O)N1CCC(CC1)NC=1C(=NC=C(C1)C=1CCOCC1)[N+](=O)[O-].N1=C(C=CC=C1)OC1=CC=C(C=C1)C1=C2CNC(C2=CC=C1)=O